(R)-4-((1-(3-(difluoromethyl)-2-fluorophenyl)ethyl)amino)-6-(1-(fluoromethyl)cyclopropyl)-2-methyl-8-((1-(oxetan-3-yl)piperidin-4-yl)amino)pyrido[4,3-d]pyrimidine-7(6H)-one FC(C=1C(=C(C=CC1)[C@@H](C)NC=1C=2C(N=C(N1)C)=C(C(N(C2)C2(CC2)CF)=O)NC2CCN(CC2)C2COC2)F)F